COC(=O)C=1C=C(C=C2C=NN(C12)CC1=NC=C(N=C1)C1=CC(=CC(=C1)OC)F)OC(F)F 5-(difluoromethoxy)-1-((5-(3-fluoro-5-Methoxyphenyl)pyrazin-2-yl)methyl)-1H-indazole-7-carboxylic acid methyl ester